(1S,2S)-N-[2-(3-cyclopropylpyridin-4-yl)-1-methylpyrrolo[2,3-c]pyridin-5-yl]-2-fluorocyclopropane-1-carboxamide C1(CC1)C=1C=NC=CC1C1=CC=2C(=CN=C(C2)NC(=O)[C@H]2[C@H](C2)F)N1C